C(CCCCCCCC)(=O)OC(CSC1CCCCC1)CCCCCC(CCCCCC(CSC1CCCCC1)OC(CCCCCCCC)=O)N(C)CCCCO[Si](C1=CC=CC=C1)(C1=CC=CC=C1)C(C)(C)C 8-((4-((tert-Butyldiphenylsilyl) oxy) butyl) (methyl) amino)-1,15-bis(cyclohexylthio)-pentadecane-2,14-diyl dipelargonate